tert-butyl 2-(2,3-dimethyl-6-(2-morpholinothiazol-4-yl)phenoxy)acetate CC1=C(OCC(=O)OC(C)(C)C)C(=CC=C1C)C=1N=C(SC1)N1CCOCC1